ClC1=C(C(=C(N=N1)OC1=C(C(=CC=C1)C1CC1)F)C(=O)N[C@H](CC1=C(C=C(C=C1)C)C)CON)C |r| 6-chloro-3-(3-cyclopropyl-2-fluoro-phenoxy)-5-methyl-N-[rac-1-(aminooxymethyl)-2-(2,4-dimethylphenyl)ethyl]Pyridazine-4-carboxamide